[Si](C)(C)(C(C)(C)C)OC=1C=C2C(=NN(C2=CC1)C1OCCCC1)C1=NC(=NC=C1)OC[C@@H](OCC[C@@H](C)CS(=O)(=O)[O-])C [(1R)-3-[(1S)-2-[4-[5-[tert-butyl(dimethyl)silyl]oxy-1-tetrahydropyran-2-yl-indazol-3-yl] pyrimidin-2-yl]oxy-1-methyl-ethoxy]-1-methyl-propyl]methanesulfonate